5-(hydroxy(phenyl)methyl)-2-((S)-3-(5-(trifluoromethyl)pyridin-2-yloxy)pyrrolidin-1-yl)benzamide OC(C=1C=CC(=C(C(=O)N)C1)N1C[C@H](CC1)OC1=NC=C(C=C1)C(F)(F)F)C1=CC=CC=C1